C(C=C)(=O)NC([C@@H](N)CC(N)=O)=O N-acryloylasparagineamide